C1(=CC(=CC=C1)N)C1=CC(=CC=C1)C1=CC=CC=C1 [1,1':3',1''-Terphenyl]-3-amine